C(C)C1=C(SC=C1NC(C)C=1SC(=CC1)Br)C ethyl-4-((1-(5-bromothiophen-2-yl)ethyl)amino)-2-methylthiophene